Ethyl-4-dimethylaminobenzoat C(C)OC(C1=CC=C(C=C1)N(C)C)=O